dimethoxymethylaminopropyl-silane COC(OC)NCCC[SiH3]